C(C1=CC=CC=C1)OCC1(CC1)N1CC(N(CC1)C(=O)OC(C)(C)C)(C)C tert-butyl 4-(1-((benzyloxy) methyl) cyclopropyl)-2,2-dimethylpiperazine-1-carboxylate